C(#N)C=1C=C(C=NC1)S(=O)(=O)N([C@H](C(F)(F)F)C1=CC=C(C=C1)C(F)(F)F)C (S)-5-Cyano-N-methyl-N-(2,2,2-trifluoro-1-(4-(trifluoromethyl)phenyl)ethyl)pyridine-3-sulfonamide